FC1=CC=C(OC[C@@H]2[C@H](CCC2)NC(C2=C(C=CC=C2C2=NC=CC=N2)OC)=O)C=C1 N-[(1S,2S)-2-[(4-fluorophenoxy)methyl]cyclopentyl]-2-methoxy-6-pyrimidin-2-yl-benzamide